4-bromo-2,7-bis(2-decyltetradecyl)benzo[lmn][3,8]phenanthroline-1,3,6,8(2H,7H)-tetrone BrC1=CC=2C(N(C(C=3C2C=2C(C(N(C(C12)=O)CC(CCCCCCCCCCCC)CCCCCCCCCC)=O)=CC3)=O)CC(CCCCCCCCCCCC)CCCCCCCCCC)=O